C1(CC1)C([C@@H](C(NC1=CC=C(C=C1)C=1C(=NNC1C)C1CC1)=O)NC(=O)C=1N(N=CC1)[C@@H](CO)C)C1CC1 N-[(1S)-2,2-dicyclopropyl-1-[[4-(3-cyclopropyl-5-methyl-1H-pyrazol-4-yl)phenyl]carbamoyl]ethyl]-2-[(1R)-2-hydroxy-1-methyl-ethyl]pyrazole-3-carboxamide